6-(3-{1-[3,5-Bis(trifluoromethyl)benzamido]ethyl}pyrazin-2-yl)-N-(cyclopropylmethyl)-N-methylpyridine-3-carboxamide FC(C=1C=C(C(=O)NC(C)C=2C(=NC=CN2)C2=CC=C(C=N2)C(=O)N(C)CC2CC2)C=C(C1)C(F)(F)F)(F)F